(2-methoxy-4-methylphenyl)methanamine hydrochloride salt Cl.COC1=C(C=CC(=C1)C)CN